C1(CCC1)N1N=CC(=C1)C1=C(C(=O)O)C=C(C=C1)NC(=O)C1(CC1)C1=C(C=C(C=C1)C(F)(F)F)F 2-(1-cyclobutyl-1H-pyrazol-4-yl)-5-[({1-[2-fluoro-4-(trifluoromethyl)-phenyl]cyclopropyl}carbonyl)amino]benzoic acid